1,7-di-tert-butoxycarbonyl diethylenetriamine (2,4-di-tert-butylphenyl)-biphenylenediphosphonite C(C)(C)(C)C1=C(C=CC(=C1)C(C)(C)C)OP(O)C=1C(=CC=C2C3=CC=CC=C3C12)P(O)O.C(C)(C)(C)OC(=O)NCCNCCNC(=O)OC(C)(C)C